tert-butyl 2-(3,4-difluoro-6-(2-fluoropyridin-4-yl)-2-isopropyl-phenyl)acetate FC=1C(=C(C(=CC1F)C1=CC(=NC=C1)F)CC(=O)OC(C)(C)C)C(C)C